(5R,7S)-5-((6-(dimethylcarbamoyl)benzo[d]thiazol-2-yl)amino)-7-(1,3-dioxoisoindolin-2-yl)-2-azaspiro[3.4]octane-2-carboxylic acid benzyl ester C(C1=CC=CC=C1)OC(=O)N1CC2(C1)[C@@H](C[C@H](C2)N2C(C1=CC=CC=C1C2=O)=O)NC=2SC1=C(N2)C=CC(=C1)C(N(C)C)=O